N-(1-(2-(7-fluoro-1H-indol-3-yl)ethyl)-4-(methoxymethyl)piperidin-4-yl)-N-phenylacetamide FC=1C=CC=C2C(=CNC12)CCN1CCC(CC1)(COC)N(C(C)=O)C1=CC=CC=C1